tert-butyl (R)-3-((6-(2-(ethoxymethoxy)-4-ethynylphenyl)-5-methyl-1,2,4-triazin-3-yl)amino)piperidine-1-carboxylate C(C)OCOC1=C(C=CC(=C1)C#C)C1=C(N=C(N=N1)N[C@H]1CN(CCC1)C(=O)OC(C)(C)C)C